N-[4-[2-[4-(tert-butoxycarbonylamino)-1-piperidinyl]Thiazol-5-yl]-3-(tert-butylsulfamoyl) phenyl]Carbamate C(C)(C)(C)OC(=O)NC1CCN(CC1)C=1SC(=CN1)C1=C(C=C(C=C1)NC([O-])=O)S(NC(C)(C)C)(=O)=O